1-((2-methoxynaphthalen-1-yl)methyl)naphthalen-2-amine COC1=C(C2=CC=CC=C2C=C1)CC1=C(C=CC2=CC=CC=C12)N